1-(7-(6-(3-(dimethylamino)propoxy)pyridin-3-yl)quinoxalin-2-yl)-3-isopropyl-urea CN(CCCOC1=CC=C(C=N1)C1=CC=C2N=CC(=NC2=C1)NC(=O)NC(C)C)C